CC=1C=C2C=CC(=CN2C1C(=O)[O-])OCC1=NC=CN=C1.[K+] potassium 2-methyl-6-(pyrazin-2-ylmethoxy)indolizine-3-carboxylate